NC=1N=C(N=NC1)N1CC(C(CC1)O)(C)F (5-amino-1,2,4-triazin-3-yl)-3-fluoro-3-methylpiperidin-4-ol